7-bromo-3-ethyl-8-methoxy-5-phenyl-3-propyl-2,3-dihydro-1,5-benzothiazepin-4(5H)-one BrC=1C(=CC2=C(N(C(C(CS2)(CCC)CC)=O)C2=CC=CC=C2)C1)OC